2-(5-nitro-2-(2-(2-(toluenesulfonyloxy)ethoxy) ethoxy)phenoxy)ethyl-4-toluenesulfonate [N+](=O)([O-])C=1C=CC(=C(OCCOS(=O)(=O)C2=CC=C(C)C=C2)C1)OCCOCCOS(=O)(=O)CC1=CC=CC=C1